β-Chloroalanine ClC[C@H](N)C(=O)O